2-CHLORO-3-CYANOPHENYLBORONIC ACID ClC1=C(C=CC=C1C#N)B(O)O